Tert-butyl 4-formyl-2,2-dimethylpiperidine-1-carboxylate C(=O)C1CC(N(CC1)C(=O)OC(C)(C)C)(C)C